ClC1=NC(=C(C(=C1C#N)CC)C#N)C 2-chloro-4-ethyl-6-methylpyridine-3,5-dicarbonitrile